NN1CCC(CC1)CN1CCC2(CN(C2)C2=C(C=C(C=C2)C2C(NC(CC2)=O)=O)F)CC1 3-(4-(7-((1-aminopiperidin-4-yl)methyl)-2,7-diazaspiro[3.5]nonan-2-yl)-3-fluorophenyl)piperidine-2,6-dione